NC[C@H](CP(O)=O)F (2R)-(3-amino-2-fluoropropyl)phosphinic acid